2-di-tert-butylphosphino-2',4',6'-tri-isopropyl-1,1'-biphenyl C(C)(C)(C)P(C1=C(C=CC=C1)C1=C(C=C(C=C1C(C)C)C(C)C)C(C)C)C(C)(C)C